tripropyl-(2-hydroxypropyl)ammonium C(CC)[N+](CC(C)O)(CCC)CCC